NC(CNC(C1=CC=C(C=C1)C=1C(=CC2=CN(N=C2C1)CCC(C)(C)O)[N+](=O)[O-])=O)=O N-(2-amino-2-oxoethyl)-4-(2-(3-hydroxy-3-methylbutyl)-5-nitro-2H-indazol-6-yl)benzamide